2-(2-chlorophenyl)-2-(amino)cyclohexanone ClC1=C(C=CC=C1)C1(C(CCCC1)=O)N